C(C)(=O)O.N[C@H](C)C(=O)N[C@@H](CO)C(=O)N[C@@H](CC1=CC=C(C=C1)O)C(=O)N[C@H](CCCCN=C(NCC)NCC)C(=O)N[C@@H](CC(C)C)C(=O)N[C@@H](CCCCN=C(NCC)NCC)C(=O)N1[C@@H](CCC1)C(=O)N[C@H](C)C(=O)N D-alanyl-L-seryl-L-tyrosyl-N6-[bis(ethylamino)methylene]-D-lysyl-L-leucyl-N6-[bis(ethylamino)methylene]-L-lysyl-L-prolyl-D-alaninamide acetate